7-(4-aminobenzyl)-5-methoxy-3-methyl-pyrido[3,4-d]pyridazin-4(3H)-one NC1=CC=C(CC2=CC3=C(C(N(N=C3)C)=O)C(=N2)OC)C=C1